2'-((1,4,7-triazacyclononane-1,4-diyl)bis(methylene))diphenol N1(CCN(CCNCC1)CC1=C(C=CC=C1)O)CC1=C(C=CC=C1)O